6-{[2-(4-Methoxyphenyl)-10-methyl-[1,2,4]triazolo[1,5-c]quinazolin-5-yl]amino}-1,4-diazepin-5-one COC1=CC=C(C=C1)C1=NN2C(=NC=3C=CC=C(C3C2=N1)C)NC=1C(N=CC=NC1)=O